NC1CCN(CC1)C=1C(=CC2=C(C(C=3NC4=CC(=CC=C4C3C2=O)C#N)(C)C)C1)CC 8-(4-aminopiperidin-1-yl)-9-ethyl-6,6-dimethyl-11-oxo-6,11-dihydro-5H-benzo[B]carbazole-3-carbonitrile